5-(pyrrolidin-1-ylmethyl)-2-vinylpyridine N1(CCCC1)CC=1C=CC(=NC1)C=C